C(CCCCCCC\C=C/CCCCCCCC)(=O)OC(CO)CO glycerol 2-monooleate